myristyl ether adipate C(CCCCC(=O)O)(=O)O.C(CCCCCCCCCCCCC)OCCCCCCCCCCCCCC